CN(C)C(=S)OCC1=CN=C(S1)Cl O-((2-chlorothiazol-5-yl) methyl) dimethylaminothiocarboxylate